C(C\C=C/CCCCCCCC\C=C\CCCC)C(OCCCC)OC(CC\C=C/CCCCCCCC\C=C\CCCC)OCCCC (3Z,13E)-3,13-octadecadienylbutyloxymethyl ether